vanadium-zinc disulfide [S-][S-].[Zn+2].[V+5]